FC1=C(C2=C(OCCO2)C=C1)C(=O)OC methyl 6-fluoro-2,3-dihydro-1,4-benzodioxine-5-carboxylate